ClC1=CC=C(C=C1)C=1N=C(SC1)C12CC(C1)(C2)NC(=O)C=2OC(=NN2)C2(CC2)S(=O)(=O)C N-[3-[4-(4-chlorophenyl)thiazol-2-yl]-1-bicyclo[1.1.1]pentanyl]-5-(1-methylsulfonylcyclopropyl)-1,3,4-oxadiazole-2-carboxamide